7-[5-(p-fluorophenyl)-2-(3-isoquinolyl)-1,3-oxazol-4-yl]-1,7-diaza-8(7H)-naphthalenone FC1=CC=C(C=C1)C1=C(N=C(O1)C=1N=CC2=CC=CC=C2C1)N1C=CC=2C=CC=NC2C1=O